6-methyl-N1-(2,4,5-trifluorophenyl)isoquinoline-1,5-diamine CC1=C(C=2C=CN=C(C2C=C1)NC1=C(C=C(C(=C1)F)F)F)N